(E)-3-(3-cyclohexanoyl)oxazolidin-2-one C1CC(CCC1)C(=O)N1C(OCC1)=O